6-(4-(2,2-dichloro-3-(1-(4-(6-hydroxynaphthalen-2-yl)phenyl)ethyl)cyclopropyl)phenyl)naphthalen-2-ol ClC1(C(C1C(C)C1=CC=C(C=C1)C1=CC2=CC=C(C=C2C=C1)O)C1=CC=C(C=C1)C=1C=C2C=CC(=CC2=CC1)O)Cl